N1(C=NC=C1)CCCNC([O-])=O (3-imidazol-1-yl propyl)carbamate